O=C1OC2=C(C(N1CC(=O)O)=O)N=CC(=C2)C2=CC=C(C=C2)OC2=CC=CC=C2 2-[2,4-dioxo-7-(4-phenoxyphenyl)-2H-pyrido[2,3-e][1,3]oxazin-3(4H)-yl]acetic acid